5,6-dinitro-4,7-bis(7-(thiophen-2-yl)-2,3-dihydrothieno[3,4-b][1,4]dioxin-5-yl)benzo[c][1,2,5]thiadiazole [N+](=O)([O-])C1=C(C=2C(=NSN2)C(=C1[N+](=O)[O-])C=1SC(=C2OCCOC21)C=2SC=CC2)C=2SC(=C1OCCOC12)C=1SC=CC1